(7R*)-4-(5-{5-[(1S)-1-hydroxyethyl]-2-methylpyridin-4-yl}-1H-pyrazole-3-carbonyl)-N-[(1r,4r)-4-hydroxy-4-(trifluoromethyl)cyclohexyl]-4-azaspiro[2.5]octane-7-carboxamide O[C@@H](C)C=1C(=CC(=NC1)C)C1=CC(=NN1)C(=O)N1C2(CC2)C[C@@H](CC1)C(=O)NC1CCC(CC1)(C(F)(F)F)O |o1:22|